(2-cyanobenzyl)-5-(4,5-difluoro-2-{[(3S)-3-(morpholin-4-ylmethyl)-3,4-dihydroisoquinolin-2(1H)-yl]carbonyl}phenyl)-N-(4-hydroxyphenyl)-1,2-dimethyl-1H-pyrrole-3-carboxamide C(#N)C1=C(CC=2C(=C(N(C2C2=C(C=C(C(=C2)F)F)C(=O)N2CC3=CC=CC=C3C[C@H]2CN2CCOCC2)C)C)C(=O)NC2=CC=C(C=C2)O)C=CC=C1